N[C@H](C(=O)O)CN |o1:1| (S) or (R)-2,3-diaminopropionic acid